3,3-dimethyl-Butyryl chloride CC(CC(=O)Cl)(C)C